[C].[Ni].[Ag] silver nickel carbon